(S)-1-(3-(4-amino-3-((7-methoxy-5-methylbenzo[d]thiazol-2-yl)ethynyl)-1H-pyrazolo[3,4-d]pyrimidin-1-yl)pyrrolidin-1-yl)prop-2-en-1-one NC1=C2C(=NC=N1)N(N=C2C#CC=2SC1=C(N2)C=C(C=C1OC)C)[C@@H]1CN(CC1)C(C=C)=O